5-(4-chloro-2-fluorophenyl)-7-((2R)-2-(2-methoxy-4-pyridyl)-4-morpholinyl)-2,3-dimethylpyrido[4,3-d]pyrimidin-4(3H)-one ClC1=CC(=C(C=C1)C1=NC(=CC=2N=C(N(C(C21)=O)C)C)N2C[C@H](OCC2)C2=CC(=NC=C2)OC)F